C(C)N(C(C=CC1=CC=C(C=C1)C)=O)CCCSC N-ethyl-N-(3-methylsulfanylpropyl)-3-(p-tolyl)prop-2-enamide